methyl 5-methoxy-2-methyl-3-nitro-benzoate COC=1C=C(C(=C(C(=O)OC)C1)C)[N+](=O)[O-]